(3-fluoro-n-propyl)(2,2,3,3-tetrafluoro-n-propyl)ether FCCCOCC(C(F)F)(F)F